5-bromopyridin-3-yl 2,4,6-tri-O-acetyl-3-deoxy-3-[4-(2-thienyl)-1H-1,2,3-triazol-1-yl]-1-thio-α-D-galactopyranoside C(C)(=O)O[C@H]1[C@@H](SC=2C=NC=C(C2)Br)O[C@@H]([C@@H]([C@@H]1N1N=NC(=C1)C=1SC=CC1)OC(C)=O)COC(C)=O